NC1=CC2=NC3=CC(=CC=C3OC2=CC1=O)C(=O)O 2-aminophenoxazine-3-one-8-carboxylic acid